methyl ((R)-2-(2-naphthamido)-3-cyclohexylpropanoyl)-L-prolinate C1=C(C=CC2=CC=CC=C12)C(=O)N[C@@H](C(=O)N1[C@@H](CCC1)C(=O)OC)CC1CCCCC1